4,7-di-tert-butyl-1,10-phenanthroline C(C)(C)(C)C1=CC=NC2=C3N=CC=C(C3=CC=C12)C(C)(C)C